CC=1C=C(C=CC1)NC=1N=CC2=C(N1)OC=C2C(=O)NN 2-(m-methylphenyl-amino)furo[2,3-d]pyrimidine-5-carbohydrazide